(2'-ethyl-5-fluoro-[1,1'-biphenyl]-2-yl)-4-(2,7-diazaspiro[3.5]non-7-yl)pyrimidin-5-amine C(C)C1=C(C=CC=C1)C1=C(C=CC(=C1)F)C1=NC=C(C(=N1)N1CCC2(CNC2)CC1)N